(3-thienyl)glycine S1C=C(C=C1)NCC(=O)O